CC(C)NCC(COC1=CC=CC2=C1C=CN2)O The molecule is a member of the class of indols which is the 2-hydroxy-3-(isopropylamino)propyl ether derivative of 1H-indol-4-ol. It has a role as a serotonergic antagonist, a beta-adrenergic antagonist, an antihypertensive agent, a vasodilator agent and an antiglaucoma drug. It is a member of indoles and a secondary amine.